1-ethyl-3-methyl-imidazolium methacrylate C(C(=C)C)(=O)[O-].C(C)N1C=[N+](C=C1)C